2,2'-azobis(2-methylpropionamidin) hydrochloride Cl.N(=NC(C(=N)N)(C)C)C(C(=N)N)(C)C